1-(3,4-dimethoxyphenethyl)urea COC=1C=C(CCNC(=O)N)C=CC1OC